OCCOCCN1CCN(CC1)C1=NC2=C(SC3=C1C=CC=C3)C=CC=C2 11-[4-[2-(2-hydroxyethoxy)ethyl]-1-piperazinyl]dibenzo[b,f][1,4]thiazepine